2-(o-tolyloxy)acetamide C1(=C(C=CC=C1)OCC(=O)N)C